ethyl 1-[(5-bromo-1,3,4-thiadiazol-2-yl)methyl-carbamoyl-amino]cyclopropanecarboxylate BrC1=NN=C(S1)CN(C1(CC1)C(=O)OCC)C(N)=O